tert-Butyl 4-{[5-(2-chloro-5-cyanophenyl)-1-trityl-1H-indazol-3-yl]carbamoyl}piperidine-1-carboxylate ClC1=C(C=C(C=C1)C#N)C=1C=C2C(=NN(C2=CC1)C(C1=CC=CC=C1)(C1=CC=CC=C1)C1=CC=CC=C1)NC(=O)C1CCN(CC1)C(=O)OC(C)(C)C